3-(trifluoromethyl)piperidin-3-ol hydrochloride Cl.FC(C1(CNCCC1)O)(F)F